C(#N)C=1C(=NC(=C(C1CC)C#N)N1CCC(CC1)N(C)C)SC(C(=O)N)C1=CC=C(C=C1)F 2-((3,5-Dicyano-6-(4-(dimethylamino)piperidin-1-yl)-4-ethylpyridin-2-yl)thio)-2-(4-fluorophenyl)acetamide